2-[(R)-amino[1-(3,5-dimethyl-1H-pyrazole-4-carbonyl)piperidin-4-yl]methyl]-4,5-dichlorophenol N[C@@H](C1=C(C=C(C(=C1)Cl)Cl)O)C1CCN(CC1)C(=O)C=1C(=NNC1C)C